C(C)C1C2C(C3CCNC3C1)CCN2 4-ethyldodecahydropyrrolo[3,2-e]indole